C(C=C)(=O)N1[C@@H](CCC1)C1=NC(=C2N1C=CN=C2N)C2=CC=C(C(=O)NC1=NC=CC(=C1)CC)C=C2 (S)-4-(3-(1-acryloylpyrrolidin-2-yl)-8-aminoimidazo[1,5-a]pyrazin-1-yl)-N-(4-ethyl-pyridin-2-yl)benzamide